N1=C(C=CC=C1)[C@@H](C)NC(=O)[C@@]1(CNCC[C@H]1NC(=O)C1=NOC(=C1)C1=C(C=C(C=C1)F)F)C |&1:11,16| rac-(3R*,4R*)-4-{[5-(2,4-difluoro-phenyl)-isoxazole-3-carbonyl]-amino}-3-methyl-piperidine-3-carboxylic acid ((R)-1-pyridin-2-yl-ethyl)-amide